(5,6,7,8-tetrahydronaphthalen-2-yl)methane tert-butyl-6-((4-bromo-2H-1,2,3-triazol-2-yl)methyl)-1,4-oxazepane-4-carboxylate C(C)(C)(C)OC(=O)N1CCOCC(C1)CN1N=CC(=N1)Br.C1=C(C=CC=2CCCCC12)C